propenyl-4'-hydroxyacetophenone C(=CC)CC(=O)C1=CC=C(C=C1)O